(3,3-difluoro-1-((3-fluorophenyl)sulfonyl)cyclobutyl)-piperidine-1-carboxylic acid tert-butyl ester C(C)(C)(C)OC(=O)N1C(CCCC1)C1(CC(C1)(F)F)S(=O)(=O)C1=CC(=CC=C1)F